3-(4-fluoro-benzoyl)-1,1-dimethyl-9-(3-methyl-butyrylamino)-1,2,3,6-tetrahydro-azepino[4,5-b]indole-5-carboxylic acid ethyl ester C(C)OC(=O)C1=CN(CC(C2=C1NC=1C=CC(=CC21)NC(CC(C)C)=O)(C)C)C(C2=CC=C(C=C2)F)=O